3-(5-((2-(3-ethoxyazetidin-1-yl)cyclohexyl)(methyl)amino)-1-oxoisoindolin-2-yl)piperidine-2,6-dione C(C)OC1CN(C1)C1C(CCCC1)N(C=1C=C2CN(C(C2=CC1)=O)C1C(NC(CC1)=O)=O)C